(4-(2-Aminoethoxy)butyl)carbamic acid tert-butyl ester C(C)(C)(C)OC(NCCCCOCCN)=O